FC(C(=O)O)(F)F.C(#C)C1=CC=C(C=C1)C(=O)N1CCNCC1 (4-ethynylphenyl)(piperazin-1-yl)methanone trifluoroacetate